9,9',9'',9'''-(4-(4,6-diphenylpyrimidin-2-yl)-6-(2,6-diphenylpyrimidin-4-yl)benzene-1,2,3,5-tetrayl)tetrakis(3-methyl-9H-carbazole) C1(=CC=CC=C1)C1=NC(=NC(=C1)C1=CC=CC=C1)C1=C(C(=C(C(=C1N1C2=CC=CC=C2C=2C=C(C=CC12)C)C1=NC(=NC(=C1)C1=CC=CC=C1)C1=CC=CC=C1)N1C2=CC=CC=C2C=2C=C(C=CC12)C)N1C2=CC=CC=C2C=2C=C(C=CC12)C)N1C2=CC=CC=C2C=2C=C(C=CC12)C